(S)-3-chloro-5-((R)-5H-imidazo[5,1-a]isoindol-5-yl)-4,5,6,7-tetrahydropyrazolo[1,5-a]pyridin-4-ol ClC=1C=NN2C1[C@H](C(CC2)[C@H]2N1C(C3=CC=CC=C23)=CN=C1)O